C(C)(=O)N1CCN(CC1)C1=CC=C(C=C1)NC=1N=CC=2C(N(C=3N(C2N1)C=CN3)C3=C(C=CC=C3)Cl)=O 2-{[4-(4-acetylpiperazin-1-yl)phenyl]amino}-6-(2-chlorophenyl)imidazo[1,2-a]pyrimido[5,4-e]pyrimidin-5(6H)-one